2-methyl-2-nitrosooxypropane CC(C)(C)ON=O